CN1C(=NN=C1C1=C(C=CC=C1)C)SCC(=O)NC1=C(C2=C(S1)CCC2)C(=O)N 2-(2-{[4-methyl-5-(2-methylphenyl)-4H-1,2,4-triazol-3-yl]sulfanyl}acetamido)-4H,5H,6H-cyclopenta[b]thiophene-3-carboxamide